C[Si](CCOC(=O)NCC(=O)NCC(=O)O)(C)C N-{[2-(trimethylsilyl)ethoxy]carbonyl}glycylglycine